C12(CC(C1)C2)N2C=C(C(=CC2=O)N[C@@H]2[C@@H](CN(CC2)C)F)C(=O)N[C@H](C)C2=C(C(=CC=C2)C(F)F)F 1-(bicyclo[1.1.1]pentan-1-yl)-N-((R)-1-(3-(difluoromethyl)-2-fluorophenyl)ethyl)-4-(((3R,4S)-3-fluoro-1-methylpiperidin-4-yl)amino)-6-oxo-1,6-dihydropyridine-3-carboxamide